FC1=C(C(=C(C(=C1[B-](C1=C(C(=C(C(=C1F)F)F)F)F)(C1=C(C(=C(C(=C1F)F)F)F)F)C1=C(C(=C(C(=C1F)F)F)F)F)F)F)F)F.C[NH+](CCCCCCCCCCCCCCCCCC)CCCCCCCCCCCCCCCCCC Methyldioctadecylammonium tetrakis(pentafluorophenyl)borate